CC1=CC(=NC=C1)NC=1C=C(C(=O)O)C=CC1 3-(4-methylpyridin-2-ylamino)benzoic acid